C12C(C3CC(CC(C1)C3)C2)CC(=O)N[C@H](C(=O)N2[C@@H](C3C(C2)CCC3)C(=O)N[C@H](C(C(=O)NC3CC3)=O)CCC)C(C)(C)C (1S)-2-((S)-2-(2-((1S,3S,5S,7S)-adamantan-2-yl)acetamido)-3,3-dimethylbutanoyl)-N-((S)-1-(cyclopropylamino)-1,2-dioxohexan-3-yl)octahydrocyclopenta[c]pyrrole-1-carboxamide